14,21-dihydroxy-7Z,10Z,12E,16Z,19Z-docosapentaenoic acid OC(CC\C=C/C=C\C=C/C=CC=CC(=O)O)CCCCCCC(C)O